C(CCCC(C)C)(O)O isoheptanediol